CN(C=1C=C2CCC[C@H](C2=CC1)CNC=1C=NC=CC1C(=O)O)C1=CC(=CC=C1)C 3-({[(1R)-6-[methyl-(3-methylphenyl)amino]-1,2,3,4-tetrahydronaphthalen-1-yl]methyl}amino)pyridine-4-carboxylic acid